C(C)(C)(C)OC(=O)N1CC2(C(CC1)=NN(C2=O)CC2CC2)CC2=CC=CC=C2 3a-Benzyl-2-(cyclopropylmethyl)-3-oxo-4H,6H,7H-pyrazolo[4,3-c]pyridine-5-carboxylic acid tert-butyl ester